ClC1=C(C=CC=C1Cl)N1C(=NC=C(C1=O)C)C 3-(2,3-dichlorophenyl)-2,5-dimethyl-3,4-dihydropyrimidin-4-one